C(C)(C)(C)C1=CC=C(C=C1)N1NC(=CC1C1=CC=C(C=C1)C(C)C)C1=CC=C(C=C1)C(C)C 1-(4-tert-butylphenyl)-3-(4-isopropylphenyl)-5-(4-isopropylphenyl)-pyrazoline